NC1=C(C(=NN1C1=CC=C(C=C1)C1CCNCC1)C1=CC=C(C=C1)CNC(C1=C(C=CC(=C1)F)OC)=O)C(=O)N 5-amino-3-(4-((5-fluoro-2-methoxybenzamido)methyl)phenyl)-1-(4-(piperidin-4-yl)phenyl)-1H-pyrazole-4-carboxamide